2-[2-(4-chlorophenyl)-1-oxo-2-phenyl-ethyl]indane ClC1=CC=C(C=C1)C(C(=O)C1CC2=CC=CC=C2C1)C1=CC=CC=C1